2-(3-{2-[1,4-dioxan-2-yl]ethoxy}pyridin-4-yl)-3-(3-fluoro-2-methoxyanilino)-1,5,6,7-tetrahydro-4H-pyrrolo[3,2-c]pyridin-4-one O1C(COCC1)CCOC=1C=NC=CC1C1=C(C=2C(NCCC2N1)=O)NC1=C(C(=CC=C1)F)OC